perfluoro-2,3-epoxy-2-fluoropentane FC(C1(C(C(C(F)(F)F)(F)F)(O1)F)F)(F)F